ClC1=C(C(=CC=C1)Cl)\C=C\C(=O)C1=C(C=C(C(=C1OC)OC)OC)O 2,6-dichloro-2'-hydroxy-4',5',6'-trimethoxychalcone